monomenthyl lactate C(C(O)C)(=O)OC1CC(CCC1C(C)C)C